FC(C=1OC(=NN1)C=1C=NC(=C(C1)F)CN1N=NC(=C1)C1=CC(=CC=C1)C1CCN(CC1)C1CN(C1)C)F 2-(difluoromethyl)-5-(5-fluoro-6-((4-(3-(1-(1-methylazetidin-3-yl)piperidin-4-yl)phenyl)-1H-1,2,3-triazol-1-yl)methyl)pyridin-3-yl)-1,3,4-oxadiazole